CN1C(CCCC1)C(=O)O methyl-piperidine-2-carboxylic acid